2-(3-fluoro-4-methoxybenzamido)benzo[d]thiazole-6-carboxylic acid FC=1C=C(C(=O)NC=2SC3=C(N2)C=CC(=C3)C(=O)O)C=CC1OC